2-acetamido-4-((14-amino-3,6,9,12-tetraoxatetradecyl)amino)-N-(4-methyl-5-nitrothiazol-2-yl)benzamide C(C)(=O)NC1=C(C(=O)NC=2SC(=C(N2)C)[N+](=O)[O-])C=CC(=C1)NCCOCCOCCOCCOCCN